FC1=C(C=CC(=C1)[N+](=O)[O-])N1CC(CC1)(O)CC(=O)OC methyl 2-[1-(2-fluoro-4-nitro-phenyl)-3-hydroxy-pyrrolidin-3-yl]acetate